ClC=1C(=CC(=C(C1)C(=O)N1CCN(CC1)C)O)O (5-chloro-2,4-dihydroxyphenyl)(4-methylpiperazin-1-yl)methanone